O1N=C(C2=C1C=CC=C2)C2=C(C=CC=C2)C(C)N 1-[2-(benzo[d]isoxazol-3-yl)phenyl]ethan-1-amine